N-benzyl-E-phenethylamine C(C1=CC=CC=C1)NCCC1=CC=CC=C1